2-(2H-benzotriazol-2-yl)-6-undecyl-4-heptylphenol N=1N(N=C2C1C=CC=C2)C2=C(C(=CC(=C2)CCCCCCC)CCCCCCCCCCC)O